1,4-dichloro-2,5-dicyanobenzene ClC1=C(C=C(C(=C1)C#N)Cl)C#N